BrC1=CC=C(OC(CO[Si](C)(C)C(C)(C)C)C=2C=NC=CC2)C=C1 3-(1-(4-bromophenoxy)-2-((tert-butyldimethylsilyl)oxy)ethyl)pyridine